Azelamide C(CCCCCCCC(=O)N)(=O)N